C1(CCCCC1)[P].[Pd].[Pd] dipalladium Cyclohexylphosphorus